ClC1=NC(=C2C(=N1)N(N=C2)[C@H]2[C@@H]([C@@H]([C@H](O2)COC(CP(O)(O)=O)=O)O)O)NCC2=C(C=CC=C2)Cl (2-(((2R,3S,4R,5R)-5-(6-chloro-4-((2-chlorobenzyl)amino)-1H-pyrazolo[3,4-d]pyrimidin-1-yl)-3,4-dihydroxytetrahydrofuran-2-yl)methoxy)-2-oxoethyl)phosphonic acid